N-(3,4-dimethoxyphenyl)propanamide COC=1C=C(C=CC1OC)NC(CC)=O